2-[[5-isobutyl-1-[3-(1,1,2,2,2-pentadeuterioethoxy)phenyl]pyrazol-3-yl]amino]-5-(thiophen-2-yl)nicotinic acid C(C(C)C)C1=CC(=NN1C1=CC(=CC=C1)OC(C([2H])([2H])[2H])([2H])[2H])NC1=C(C(=O)O)C=C(C=N1)C=1SC=CC1